(R)-1-(3-((5-(4-fluorobenzoyl)-2-((4-(4-methylpiperazin-1-yl)phenyl)amino)-7H-pyrrolo[2,3-d]pyrimidin-4-yl)amino)piperidin-1-yl)prop-2-ene-1-one FC1=CC=C(C(=O)C2=CNC=3N=C(N=C(C32)N[C@H]3CN(CCC3)C(C=C)=O)NC3=CC=C(C=C3)N3CCN(CC3)C)C=C1